docosyl-sodium succinate C(CCC(=O)O)(=O)O.C(CCCCCCCCCCCCCCCCCCCCC)[Na]